N1(N=CN=C1)C1CCNCC1 4-(1H-1,2,4-triazol-1-yl)piperidine